C(C1=CC=CC=C1)N(CCCC)CC1=CC=C(O1)\C(\C=N\NC(NCC)=S)=N\NC(NCC)=S (2E,2'E)-2,2'-(1-(5-((benzyl(butyl)amino)methyl)furan-2-yl)ethane-1,2-diylidene)bis(N-ethylhydrazine-1-carbothioamide)